Ethyl-(2,4,6-trimethylbenzoyl)-phenyl-phosphine C(C)P(C1=CC=CC=C1)C(C1=C(C=C(C=C1C)C)C)=O